C(C)ON=C(C1=NC(=C(C=C1)S(NC)(=O)=O)C1=NN(C=C1C)C1=CC=CC=C1)N N'-ethoxy-6-(4-methyl-1-phenyl-1H-pyrazol-3-yl)-5-(N-methylsulfamoyl)picolinimidamide